ClC=1N=C2C(=C(C(N(C2=CC1)C)=O)C#N)N1CCC(CC1)OC1=CC(=CC=C1)C(F)(F)F 6-chloro-1-methyl-2-oxo-4-(4-(3-(trifluoromethyl)phenoxy)piperidin-1-yl)-1,2-dihydro-1,5-naphthyridine-3-carbonitrile